(6-amino-2-((3-methoxyphenyl)amino)pyrimidin-4-yl)(4-phenylpiperazin-1-yl)methanone non-3-yn-1-yl-8-((8,8-bis(((Z)-oct-5-en-1-yl)oxy)octyl)(2-hydroxyethyl)amino)octanoate C(CC#CCCCCC)OC(CCCCCCCN(CCO)CCCCCCCC(OCCCC\C=C/CC)OCCCC\C=C/CC)=O.NC1=CC(=NC(=N1)NC1=CC(=CC=C1)OC)C(=O)N1CCN(CC1)C1=CC=CC=C1